O=C1C(N2CCC1CC2)CNC(C)=O N-((3-oxoquinuclidin-2-yl)methyl)acetamide